6-Bromo-N-(1-ethylpiperidin-4-yl)-2-{4-[4-(pyrazin-2-ylmethyl)piperazin-1-yl]phenyl}-3H-imidazo[4,5-b]pyridin-7-amine BrC=1C(=C2C(=NC1)NC(=N2)C2=CC=C(C=C2)N2CCN(CC2)CC2=NC=CN=C2)NC2CCN(CC2)CC